3-(2-((5-chloro-4-(5,5-dimethyl-5,6-dihydro-4H-pyrrolo[1,2-b]pyrazol-3-yl)pyridin-2-yl)amino)-2-oxoethyl)benzamide ClC=1C(=CC(=NC1)NC(CC=1C=C(C(=O)N)C=CC1)=O)C1=C2N(N=C1)CC(C2)(C)C